C1CCCC=2C3=CC=CC=C3N(C12)CCC(=O)O 1,2,3,4-tetrahydro-9H-carbazole-9-propionic acid